7-(2-ethoxy-2-oxo-ethyl)-3-methyl-2H-benzofuran-3-carboxylic acid C(C)OC(CC1=CC=CC=2C(COC21)(C(=O)O)C)=O